Cl.ClC=1C(=C(C=CC1F)NC[C@H]1[C@@H](C1)C(F)(F)F)F (S or R)-(3-chloro-2,4-difluorophenyl)(trans-2-(trifluoromethyl)cyclopropyl)methylamine hydrochloride